1-(1-(4-fluorophenyl)-3-phenyl-1H-pyrazol-4-yl)ethan-1-one FC1=CC=C(C=C1)N1N=C(C(=C1)C(C)=O)C1=CC=CC=C1